BrC=1N=C2N(C1)CCC2C 2-bromo-7-methyl-6,7-dihydro-5H-pyrrolo[1,2-a]imidazole